(methylenedi-4,1-phenylene)bismaleimide C(C1=CC=C(C=C1)C=1C(=O)NC(C1)=O)C1=CC=C(C=C1)C=1C(=O)NC(C1)=O